2-((1r,4R)-4-ethoxycyclohexylamino)-4-((1R,3S)-3-hydroxy-3-methylcyclohexylamino)pyrimidine-5-carboxamide C(C)OC1CCC(CC1)NC1=NC=C(C(=N1)N[C@H]1C[C@@](CCC1)(C)O)C(=O)N